N[C@H]1CS(C2=C(N(C1=O)CC1=CC=C(C=C1)OC1CCCC1)C=C(C=C2)C2=NN=C(O2)C2CN(CC2)C(=O)OC)(=O)=O methyl 3-[5-[(3R)-3-amino-5-[[4-(cyclopentoxy)phenyl]methyl]-1,1,4-trioxo-2,3-dihydro-1λ6,5-benzothiazepin-7-yl]-1,3,4-oxadiazol-2-yl]pyrrolidine-1-carboxylate